CC1=NC(=CC(=C1)C=1C(=NC(=NC1C1=CC=CC=C1)SC)N)C 5-(2,6-Dimethylpyridin-4-yl)-2-(methylthio)-6-phenylpyrimidin-4-amine